(E)-1-(tert-butoxycarbonyl)pyrrolidin-3-yl 3-(2-(thiophen-2-yl)vinyl)-1H-pyrazole-1-carboxylate S1C(=CC=C1)/C=C/C1=NN(C=C1)C(=O)OC1CN(CC1)C(=O)OC(C)(C)C